N4-(3-chloro-4-(pyrimidin-2-ylmethoxy)phenyl)-7-(3-morpholinopropoxy)quinazoline-4,6-diamine ClC=1C=C(C=CC1OCC1=NC=CC=N1)NC1=NC=NC2=CC(=C(C=C12)N)OCCCN1CCOCC1